FC=1C(=NC(=NC1)NC1=NC=2CCN(CC2C=C1)C(CO)=O)C1=C(N=C(S1)NC)C 1-(2-((5-fluoro-4-(4-methyl-2-(methylamino)thiazol-5-yl)pyrimidin-2-yl)amino)-7,8-dihydro-1,6-naphthyridin-6(5H)-yl)-2-hydroxyethan-1-one